C[C@@H]1N(C2=CC=CC=C2[C@@H](C1)NC1=CC=C(C=C1)NC(CNC(OCC1C2=CC=CC=C2C=2C=CC=CC12)=O)=O)C(CC)=O (9H-fluoren-9-yl)methyl (2-((4-(((2S,4R)-2-methyl-1-propionyl-1,2,3,4-tetrahydroquinolin-4-yl)amino)phenyl)amino)-2-oxoethyl)carbamate